C(#N)C=1C=CC(=C(C1)C1=NN(C=C1NC(=O)C=1C=NN2C1N=CC=C2)CC2(CCCCC2)O)OC N-(3-(5-cyano-2-methoxyphenyl)-1-((1-hydroxycyclohexyl)methyl)-1H-pyrazol-4-yl)pyrazolo[1,5-a]pyrimidine-3-carboxamide